BrC=1C=C(C=2N(C(C=C(N2)CS(=O)(=O)[O-])=O)C1)I (7-bromo-9-iodo-4-oxo-pyrido[1,2-a]pyrimidin-2-yl)methanesulfonate